Ethyl {1-[2-(trifluoromethyl)pyridin-4-yl]azetidin-3-yl}acetate FC(C1=NC=CC(=C1)N1CC(C1)CC(=O)OCC)(F)F